FC1=C(C(=CC=C1C#CC1[C@@H]2CN(C[C@H]12)S(=O)(=O)C1CCN(CC1)C)O)N1CC(NS1(=O)=O)=O 5-(2-fluoro-6-hydroxy-3-(((1R,5S,6S)-3-((1-methylpiperidin-4-yl)sulfonyl)-3-azabicyclo[3.1.0]hexan-6-yl)ethynyl)phenyl)-1,2,5-thiadiazolidin-3-one 1,1-dioxide